[Zn].S1C=CC2=C1C=CC(=C2)C(C(C)NC)=O 1-(benzothiophen-5-yl)-2-(methylamino)propan-1-one zinc